1-(anthraquinone-2-yl)ethyl-imidazole Methyl-2-[4-(5-amino-4-cyano-1-isopropyl-pyrazol-3-yl)phenyl]acetate COC(CC1=CC=C(C=C1)C1=NN(C(=C1C#N)N)C(C)C)=O.C1=C(C=CC=2C(C3=CC=CC=C3C(C12)=O)=O)C(C)C=1NC=CN1